dimethyl 5'-((tert-butoxycarbonyl) ((4-methoxy-3,5-dimethylpyridin-2-yl) methyl) amino)-4'-methyl-[1,1'-biphenyl]-2,3'-dicarboxylate C(C)(C)(C)OC(=O)N(C=1C(=C(C=C(C1)C=1C(=CC=CC1)C(=O)OC)C(=O)OC)C)CC1=NC=C(C(=C1C)OC)C